C1(CC1)C1=CC=C(C(=N1)NC(=O)N1C[C@@](CC1)(C1=NC=NS1)C1=CC(=C(C=C1)C)F)S(NC)(=O)=O (S)-N-(6-cyclopropyl-3-(N-methylsulfamoyl)pyridin-2-yl)-3-(3-fluoro-4-methylphenyl)-3-(1,2,4-thiadiazol-5-yl)pyrrolidine-1-carboxamide